C(C)N1N=C(C(=C1)I)C(C)(C)C ethyl-3-(tert-butyl)-4-iodo-1H-pyrazole